ClC1=CC=C(C=C1)C=1N(C(C2=C(N1)C(=NC=C2)C=2C=NC=CC2)=O)C2CCC(CC2)O (4-chlorophenyl)-3-((1s,4s)-4-hydroxycyclohexyl)-8-(pyridin-3-yl)pyrido[3,4-d]pyrimidin-4(3H)-one